ClC=1C=C(C=CC1Cl)C=1NC(=C(N1)C1=CC=CC=C1)CCCCCCCCCCCCCCCCC 2-(3,4-dichlorophenyl)-4-phenyl-5-heptadecylimidazole